Azepine-3-carboxylic acid tert-butyl ester C(C)(C)(C)OC(=O)C1=CNC=CC=C1